Cl[Sb-](Cl)(Cl)(Cl)(Cl)Cl.N1(N=NC2=C1C=CC=C2)C=2CCC[N+]2C 5-(1H-benzotriazol-1-yl)-3,4-dihydro-1-methyl-2H-pyrrolium hexachloroantimonate